OC[C@H](C#CC1=CC=C(C=C1)C1=CC=C(C=C1)C1CC(C1)NCC1=NOC(=N1)C(=O)N)N1C(=NC=C1)[C@H](C)O 3-(((3-(4'-((S)-4-hydroxy-3-(2-((S)-1-hydroxyethyl)-1H-imidazol-1-yl)but-1-yn-1-yl)-[1,1'-biphenyl]-4-yl)cyclobutyl)amino)methyl)-1,2,4-oxadiazole-5-carboxamide